2-[1-[(2,3-difluorophenyl)methyl]-5-oxopyrrolidin-2-yl]-N-[2-(2-fluorophenyl)ethyl]acetamide FC1=C(C=CC=C1F)CN1C(CCC1=O)CC(=O)NCCC1=C(C=CC=C1)F